S(C1=CC=CC=2C3=CC=CC=C3NC12)C1=CC=CC=2C3=CC=CC=C3NC12 1,1'-thiobis-carbazole